(S)-2-amino-4-(t-butoxy)-4-oxobutanoic acid N[C@H](C(=O)O)CC(=O)OC(C)(C)C